NC1=NC2=CC(=CC=C2C=C1F)CN(C(=O)C1=CC(=NC=C1)C#N)C1=C(C=C(C=C1)F)S(=O)(=O)C N-[(2-amino-3-fluoroquinolin-7-yl)methyl]-2-cyano-N-(4-fluoro-2-methanesulfonylphenyl)pyridine-4-carboxamide